3-((3-(2-(4-((1-(4-((1R,2S)-6-Hydroxy-2-phenyl-1,2,3,4-tetrahydronaphthalen-1-yl)phenyl)piperidin-4-yl)methyl)piperazin-1-yl)-2-oxoethoxy)phenyl)amino)piperidine-2,6-dione OC=1C=C2CC[C@@H]([C@@H](C2=CC1)C1=CC=C(C=C1)N1CCC(CC1)CN1CCN(CC1)C(COC=1C=C(C=CC1)NC1C(NC(CC1)=O)=O)=O)C1=CC=CC=C1